ClC1=NC=C(C=N1)C=1N(C2=CC(=CC=C2C1)F)C(=O)OCCCC Butyl 2-(2-chloropyrimidin-5-yl)-6-fluoro-1H-indole-1-carboxylate